N=1C=CN2C1C1=CC=CC=C1CC2 5,6-dihydroimidazo[2,1-a]isoquinolin